methyl 2-hydroxy-3,6-dimethyl-4-((6-methylhepta-1,5-dien-4-yl)oxy)benzoate OC1=C(C(=O)OC)C(=CC(=C1C)OC(CC=C)C=C(C)C)C